dimethyl-N,N'-dicyclohexylthiuram disulfide CN(C(SSC(N(C1CCCCC1)C)=S)=S)C1CCCCC1